C(CCC)OC1=CC(=C(C=C1)C1=NC(=NC(=N1)C1=C(C=C(C=C1)OCCCC)O)O)O 4,6-bis(4-butoxy-2-hydroxy-phenyl)-1,3,5-triazin-2-ol